2-(1-(6-(6-(Difluoromethyl)imidazo[1,2-b]pyridazin-3-yl)pyrimidin-4-yl)piperidin-3-yl)-3-methylbutan-2-ol FC(C=1C=CC=2N(N1)C(=CN2)C2=CC(=NC=N2)N2CC(CCC2)C(C)(C(C)C)O)F